C(C1=CC=CC=C1)OC=1C=CC(=C(OCCC2CCN(CC2)C(=O)OC(C)(C)C)C1)NC1=C(N(C(=C1)C#N)C)C tert-Butyl 4-(2-{5-(benzyloxy)-2-[(5-cyano-1,2-dimethyl-1H-pyrrol-3-yl)amino]-phenoxy}ethyl)piperidine-1-carboxylate